ClC1=C(C=C(C=C1)F)C1(NC(C2=C1C(=CC=1C=CN=CC21)NCC2=C(C=C(C=C2)OC)OC)=O)O 3-(2-chloro-5-fluorophenyl)-4-{[(2,4-dimethoxyphenyl)methyl]amino}-3-hydroxy-2,3-dihydro-1H-pyrrolo[4,3-h]isoquinolin-1-one